Natrium (S)-3-(3-(1,5-Dimethyl-4-oxido-2-oxo-1,2-dihydropyridin-3-yl)ureido)-3-(3',5'-dimethylbiphenyl-3-yl)propanoat CN1C(C(=C(C(=C1)C)[O-])NC(N[C@@H](CC(=O)[O-])C=1C=C(C=CC1)C1=CC(=CC(=C1)C)C)=O)=O.[Na+].[Na+]